methyl 3-methyl-1-[8-(oxan-2-yloxy)octyl]indazole-6-carboxylate CC1=NN(C2=CC(=CC=C12)C(=O)OC)CCCCCCCCOC1OCCCC1